N-(3-bromophenyl)-N-phenyl-1,3,5-triazin-2-amine BrC=1C=C(C=CC1)N(C1=NC=NC=N1)C1=CC=CC=C1